CS(=O)C1=C(C=CC=C1)C(C)(C)NC1=NC=C(C=N1)C=1C=C(C(=O)N)C=CC1 3-(2-(2-(2-(methylsulfinyl)phenyl)propan-2-ylamino)pyrimidin-5-yl)benzamide